3-((1-((6-acetyl-2-methoxypyridin-3-yl)methyl)-6-oxo-4-(1,1,2,2-tetrafluoroethyl)-1,6-dihydropyrimidin-5-yl)oxy)-5-chloro-2-fluorobenzonitrile C(C)(=O)C1=CC=C(C(=N1)OC)CN1C=NC(=C(C1=O)OC=1C(=C(C#N)C=C(C1)Cl)F)C(C(F)F)(F)F